2-(6-bromopyridin-3-yl)-6-(tert-butyl)benzo[d]thiazole BrC1=CC=C(C=N1)C=1SC2=C(N1)C=CC(=C2)C(C)(C)C